NC=1SC2=C(N1)C=CC(=C2)[N+](=O)[O-] amino-6-nitro-benzothiazole